(2S,3R,4R,5S)-1-(4-fluorophenethyl)-2-(hydroxymethyl)piperidine-3,4,5-triol FC1=CC=C(CCN2[C@H]([C@H]([C@@H]([C@H](C2)O)O)O)CO)C=C1